C(C)(C)(C)OC(=O)N1CCC(CC1)C(=O)C1=CN(C2=CN=CC=C21)C2=C(C=C(C=C2)F)N.FC2=CC=C(C=C2)C(N2C(CNCC2)C(=O)N)C2=CC=C(C=C2)F 1-(bis(4-fluorophenyl)methyl)piperazine-2-carboxamide tert-Butyl-4-(1-(2-amino-4-fluorophenyl)-1H-pyrrolo[2,3-c]pyridine-3-carbonyl)piperidine-1-carboxylate